C(#N)C1=NN(C(=C1)C)C1=C(C=CC(=N1)N1C=NC2=C1C=CC(=C2)N2C(CCC2)C(=O)N(C)C)C(C)O 1-[1-[6-(3-cyano-5-methyl-pyrazol-1-yl)-5-(1-hydroxyethyl)-2-pyridyl]benzimidazol-5-yl]-N,N-dimethyl-pyrrolidine-2-carboxamide